(Z)-2-ethoxy-1-(hex-3-en-1-yloxy)-4-methylbenzene C(C)OC1=C(C=CC(=C1)C)OCC\C=C/CC